2-(dimethylamino)-5-nitro-N-(pyridin-2-ylmethyl)benzamide CN(C1=C(C(=O)NCC2=NC=CC=C2)C=C(C=C1)[N+](=O)[O-])C